4-[(1-Methyl-1H-pyrazolo[4,3-d]pyrimidin-7-ylamino)-methyl]-benzenesulfonamide CN1N=CC=2N=CN=C(C21)NCC2=CC=C(C=C2)S(=O)(=O)N